4-(2-aminopropan-2-yl)-6-(dimethyl-amino)-2-{6-[(5ξ)-5-methyl-6,7-dihydro-5H-pyrrolo[2,1-c][1,2,4]triazol-3-yl]pyridin-2-yl}-2,3-dihydro-1H-pyrrolo[3,4-c]pyridin-1-one NC(C)(C)C1=NC(=CC2=C1CN(C2=O)C2=NC(=CC=C2)C=2N1C(=NN2)CCC1C)N(C)C